C12C(C3CC(CC(C1)C3)C2)NC(=O)C=2NC=C(C2)C2=C(C=C(C=C2)F)OC N-(adamantan-2-yl)-4-(4-fluoro-2-methoxyphenyl)-1H-pyrrole-2-carboxamide